N-(6-bromo-2-methoxy-5-nitropyridin-3-yl)acetamide BrC1=C(C=C(C(=N1)OC)NC(C)=O)[N+](=O)[O-]